ClC=1C=CC(=C(C1)NS(=O)(=O)C1=CC=C(C=C1)S(=O)(=O)N(C)C)N(C)C1CCCCC1 N1-(5-chloro-2-(cyclohexyl(methyl)amino)phenyl)-N4,N4-dimethylbenzene-1,4-disulfonamide